C1(C=CC(N1NC1=CC=CC=C1)=O)=O maleimidoaniline